C(\C=C\C1=CC(OC)=C(O)C=C1)(=O)[O-] ferulic acid anion